C1(CCCCC1)[Si@H](O)C1=C(C=C(C=C1)F)OC (S)-cyclohexyl-(4-fluoro-2-methoxyphenyl)silanol